COC1=C(C=C(C=C1)C(C)(C)C=1N=C(SC1)C(=O)O)[N+](=O)[O-] 4-[2-(4-methoxy-3-nitrophenyl)propan-2-yl]thiazole-2-carboxylic acid